5-Bromo-1,3-dihydrospiro[indene-2,3'-piperidine]-2',6'-dione BrC=1C=C2CC3(C(NC(CC3)=O)=O)CC2=CC1